5-{2-[2-(phenylsulfamoyl)phenyl]ethynyl}pyridine-2-carboxylic acid C1(=CC=CC=C1)NS(=O)(=O)C1=C(C=CC=C1)C#CC=1C=CC(=NC1)C(=O)O